2-[(1R)-1-[[Tert-butyl(dimethyl)silyl]oxymethyl]-2-octadecoxy-ethoxy]pyridine-4-carbonitrile [Si](C)(C)(C(C)(C)C)OC[C@@H](COCCCCCCCCCCCCCCCCCC)OC1=NC=CC(=C1)C#N